O=C1CN(CCN1)C(=O)OC1CCC2C3CCC4CCCC4C3CCC2C1 hexadecahydro-1H-cyclopenta[a]phenanthren-3-yl 3-oxopiperazine-1-carboxylate